OC1=C(C(=O)O)C=C(C=C1)C(CCCCCCC)=O 2-hydroxy-5-(1-oxooctyl)benzoic acid